C1=CC=CC=2C3=CC=CC=C3C(C12)COC(=O)N[C@H](C(=O)O)CC1=CN(C2=CC(=CC=C12)O[Si](C)(C)C(C)(C)C)C(=O)OC(C)(C)C (S)-2-((((9H-fluoren-9-yl)methoxy)carbonyl)amino)-3-(1-(tert-butoxycarbonyl)-6-((tert-butyldimethylsilyl)oxy)-1H-indol-3-yl)propanoic acid